3-(1-oxo-5-(1H-pyrazol-3-yl)isoindolin-2-yl)piperidine-2,6-dione O=C1N(CC2=CC(=CC=C12)C1=NNC=C1)C1C(NC(CC1)=O)=O